O1[C@H](COCC1)CN1N=C2C3=C(CC(C2=C1)C)OC(=C3C)C(=O)NC[C@H]3OCCC3 2-{[(2S)-1,4-dioxan-2-yl]methyl}-4,8-dimethyl-N-{[(2S)-oxolane-2-yl]methyl}-4,5-dihydro-2H-furo[2,3-g]indazole-7-carboxamide